ClC=1C=C(C=NC1)C=1N=NC=CC1 3-(5-chloropyridin-3-yl)pyridazine